C[C@@]1(OCC2=C1N=C(N=C2)C(=O)N[C@@H]2C(NC1=C(CC2)C=C(C=C1F)F)=O)C(F)(F)F (7S)-7-methyl-N-[(3S)-7,9-difluoro-2-oxo-1,3,4,5-tetrahydro-1-benzazepin-3-yl]-7-(trifluoromethyl)-5H-furo[3,4-d]pyrimidine-2-carboxamide